(1-(pyridin-2-yl)ethylidene)benzo[b]thiophene-2-carbohydrazide N1=C(C=CC=C1)C(C)=NNC(=O)C1=CC2=C(S1)C=CC=C2